N(=[N+]=[N-])[C@H]1[C@@H](CN(C1)C1=NC=C(C=C1)C=1C=2N(C=C(C1)OCC)N=CC2C#N)NC(OC(C)(C)C)=O tert-butyl ((3R,4R)-4-azido-1-(5-(3-cyano-6-ethoxypyrazolo[1,5-a]pyridin-4-yl)pyridin-2-yl)pyrrolidin-3-yl)carbamate